N-(5-(((5-(tert-butyl)oxazol-2-yl)methyl)thio)thiazol-2-yl)-1-(4-((2,6-dioxopiperidin-3-yl)amino)benzyl)piperidine-4-carboxamide C(C)(C)(C)C1=CN=C(O1)CSC1=CN=C(S1)NC(=O)C1CCN(CC1)CC1=CC=C(C=C1)NC1C(NC(CC1)=O)=O